N-(5-((2-(2,2-dimethylpyrrolidin-1-yl)ethyl)carbamoyl)-2-methylpyridin-3-yl)-6-(pyridin-4-yl)pyrazolo[1,5-a]pyrazine-3-carboxamide CC1(N(CCC1)CCNC(=O)C=1C=C(C(=NC1)C)NC(=O)C=1C=NN2C1C=NC(=C2)C2=CC=NC=C2)C